(7-((4-(allylamino)-3-(trifluoromethyl)-1H-pyrrolo[2,3-b]pyridin-6-yl)amino)-2,3-dihydrobenzofuran-4-yl)(4-morpholinopiperidin-1-yl)methanone C(C=C)NC1=C2C(=NC(=C1)NC1=CC=C(C=3CCOC31)C(=O)N3CCC(CC3)N3CCOCC3)NC=C2C(F)(F)F